2-chloro-5-phenoxy-1H-benzo[d]imidazole ClC1=NC2=C(N1)C=CC(=C2)OC2=CC=CC=C2